ClC1=C(C(=O)NC2=C3C=NN(C3=CC=C2)C=2C=NC(=CC2)C(F)(F)F)C=C(C=C1)CNC(C(C)(C)C)=O 2-chloro-5-{[(2,2-dimethylpropionyl)amino]methyl}-N-{1-[6-(trifluoromethyl)pyridin-3-yl]-1H-indazol-4-yl}benzamide